tert-Butyl 3,3-bis(iodomethyl)azetidine-1-carboxylate ICC1(CN(C1)C(=O)OC(C)(C)C)CI